6-(3,9-Diazabicyclo[3.3.1]nonan-9-yl)-3-(7-chlorobenzo[d]thiazol-6-yl)-5-methyl-1,5-dihydro-4H-pyrazolo[3,4-d]pyrimidin-4-one C12CNCC(CCC1)N2C=2N(C(C1=C(N2)NN=C1C1=C(C2=C(N=CS2)C=C1)Cl)=O)C